FC(C1(C(=CC=C(C1)N)C1=CC=C(N)C=C1)C(F)(F)F)(F)F 2,2-bis(trifluoromethyl)benzidine